FC1=NC(=CC=C1C1=NN2C(O[C@@H](CC2)C)=C1C(=O)O)NC(C)C (5R)-2-[2-fluoro-6-(propan-2-ylamino)pyridin-3-yl]-5-methyl-6,7-dihydro-5H-pyrazolo[5,1-B][1,3]oxazine-3-carboxylic acid